C(C=CCCCCCCCCCCCCCCCCC)(=O)[O-].[Fe+2].C(C=CCCCCCCCCCCCCCCCCC)(=O)[O-] iron eicosenoate